(E)-4-(dimethylamino)-1-(10-((4-(pyridin-3-ylmethoxy)phenyl)amino)-2,3-dihydro-4H-[1,4]oxazino[2,3-f]quinazolin-4-yl)but-2-en-1-one CN(C/C=C/C(=O)N1CCOC2=C3C(=NC=NC3=CC=C21)NC2=CC=C(C=C2)OCC=2C=NC=CC2)C